(2S)-2-({5-[(1S)-1-[(5-chloro-2-methylpyridin-3-yl)amino]ethyl]thiophen-2-yl}formamido)-3-cyclopentyl-N-[4-(2-methoxyethoxy)phenyl]propanamide ClC=1C=C(C(=NC1)C)N[C@@H](C)C1=CC=C(S1)C(=O)N[C@H](C(=O)NC1=CC=C(C=C1)OCCOC)CC1CCCC1